CC(C[C@@H](CC(=O)N1C(OC[C@H]1C1=CC=CC=C1)=O)C[N+](=O)[O-])C (R)-3-((S)-5-methyl-3-(nitromethyl)hexanoyl)-4-phenyloxazolidin-2-one